C1(=CC=CC=C1)[C@@H](C)NC(=O)NC=1C=2N=CN([C@H]3[C@H](O)[C@H](O)[C@@H](CO)O3)C2N=CN1 N6-((R)-α-phenylethylcarbamoyl)-adenosine